(3R,5'S)-5-chloro-1'-((S)-4-fluoro-4-methyl-2-(N-methyl-1-(pyridin-4-yl)cyclopropane-1-carboxamido)pentanoyl)-2-oxospiro[indoline-3,3'-pyrrolidine]-5'-carboxamide ClC=1C=C2C(=CC1)NC([C@@]21CN([C@@H](C1)C(=O)N)C([C@H](CC(C)(C)F)N(C(=O)C1(CC1)C1=CC=NC=C1)C)=O)=O